dichloro(methyl)(3,3,3-trifluoropropyl)silane (2-butoxypropyl)carbamate C(CCC)OC(CNC(O)=O)C.Cl[Si](CCC(F)(F)F)(C)Cl